N-((3-cyanobenzyl)sulfinyl)-4-(5-(3,5-dichloro-4-fluorophenyl)-5-(trifluoromethyl)-4,5-dihydroisoxazol-3-yl)-2-methylbenzamide C(#N)C=1C=C(CS(=O)NC(C2=C(C=C(C=C2)C2=NOC(C2)(C(F)(F)F)C2=CC(=C(C(=C2)Cl)F)Cl)C)=O)C=CC1